COC=1N=C2C(=CC=NC2=CC1OC)OC1=C(C=C(C=C1)NC(=O)C1=CN(C(=C(C1=O)C=1SC=CC1)C)CCF)F N-[4-[(6,7-dimethoxy-1,5-naphthyridin-4-yl)oxy]-3-fluorophenyl]-1-(2-fluoroethyl)-6-methyl-4-oxo-5-thiophen-2-ylpyridine-3-carboxamide